CC=1N=C(SC1)NC(CNC(CC(C1=CC=CC=C1)NC(C1=CC=CC=C1)=O)=O)=O N-[3-([2-[(4-methyl-1,3-thiazol-2-yl)amino]-2-oxoethyl]amino)-3-oxo-1-phenylpropyl]benzamide